5,5-dimethyl-hexanol CC(CCCCO)(C)C